1,1-dimethyl-3-(2-methylphenyl)urea CN(C(=O)NC1=C(C=CC=C1)C)C